2-Bromo-1-ethylpyridinium BrC1=[N+](C=CC=C1)CC